C(C)(C)(C)C1=CN=C(O1)CSC1=CN=C(S1)NC(=O)C1CCN(CC1)CC#CC=1C=C2CCN(C(C2=CC1)C)C(=O)OC(C)(C)C tert-butyl 6-(3-(4-((5-(((5-(tert-butyl)oxazol-2-yl)methyl)thio)thiazol-2-yl)carbamoyl)piperidin-1-yl)prop-1-yn-1-yl)-1-methyl-3,4-dihydroisoquinoline-2(1H)-carboxylate